N-butyl-2-hydroxybenzoamide C(CCC)NC(C1=C(C=CC=C1)O)=O